C1(=CC=CC=C1)C1=NC(=CC2=CC=CC=C12)[Ir+]C=1N=C(C2=CC=CC=C2C1)C1=CC=CC=C1 bis(1-phenylisoquinolinyl)iridium (iii)